2,4-diphenyl-6-(5-(4,4,5,5-tetramethyl-1,3,2-dioxaborolan-2-yl)-[1,1'-biphenyl]-2-yl)pyrimidine C1(=CC=CC=C1)C1=NC(=CC(=N1)C1=CC=CC=C1)C1=C(C=C(C=C1)B1OC(C(O1)(C)C)(C)C)C1=CC=CC=C1